OC(COC=1N=CC(=NC1C)C1=CNC2=C(C=CC=C12)C#N)(C)C 3-(5-(2-HYDROXY-2-METHYLPROPOXY)-6-METHYLPYRAZIN-2-YL)-1H-INDOL-7-CARBONITRIL